ClC=1C=C(C(=O)N[C@@H]2CC23CCN(CC3)CC(O)C3=CC=C(C=C3)F)C=C(C1)F 3-chloro-5-fluoro-N-((1R)-6-(2-(4-fluorophenyl)-2-hydroxyethyl)-6-azaspiro[2.5]oct-1-yl)benzamide